C(=CC=CCCCCCCCCCCCC)O 6Z-hexadecadien-1-ol